FC(C(=O)O)(F)F.N1C[C@@H](CCC1)NC1=NC=C(C=N1)C#N (R)-2-(piperidin-3-ylamino)pyrimidine-5-carbonitrile trifluoroacetate salt